CC(CNS(=O)(=O)C1=CC=C(C=C1)C)(CCC1=CC=CC=C1)C N-(2,2-dimethyl-4-phenylbutyl)-4-methylbenzenesulfonamide